tris(dibenzylacetone) dipalladium [Pd].[Pd].C(C1=CC=CC=C1)C(C(C)=O)CC1=CC=CC=C1.C(C1=CC=CC=C1)C(C(C)=O)CC1=CC=CC=C1.C(C1=CC=CC=C1)C(C(C)=O)CC1=CC=CC=C1